SCCC1=CC(=CC(=C1)CCS)CCS 1,3,5-Tris(mercaptoethyl)benzene